5-(4,4-difluoro-1-(1-((5-fluoropyridin-2-yl)amino)-1-oxopropan-2-yl)piperidin-3-yl)-2-oxo-1,2-dihydropyridine-3-carboxamide FC1(C(CN(CC1)C(C(=O)NC1=NC=C(C=C1)F)C)C=1C=C(C(NC1)=O)C(=O)N)F